N-(2-(2-(2-(2-azidoethoxy)ethoxy)ethoxy)ethyl)-6,11-dioxo-6,11-dihydro-5H-benzo[b]carbazole-2-carboxamide N(=[N+]=[N-])CCOCCOCCOCCNC(=O)C=1C=C2C=3C(C4=C(C(C3NC2=CC1)=O)C=CC=C4)=O